C(CC)S(=O)(=O)OC1=C(C(=C(C=C1)C=C)C)C.[NH4+] ammonium dimethyl-(4-vinylphenyl) propanesulfonate